C(C)(C)(C)P(C1CCCCC1)C1CCCCC1 tert-butyl-dicyclohexylphosphine